N-[1-(3,5-difluoropyridin-2-yl)cyclopropyl]-2-[(3R)-3-methyl-[1,4'-bipiperidin]-1'-yl]-1,3-thiazole-5-carboxamide FC=1C(=NC=C(C1)F)C1(CC1)NC(=O)C1=CN=C(S1)N1CCC(CC1)N1C[C@@H](CCC1)C